Cl.NC1=NC=NC2=CC=C(C=C12)CC(=O)N1[C@@H](C[C@H](C1)F)C(=O)NCC1=C(C(=CC=C1)Cl)F (2s,4r)-1-(2-(4-aminoquinazolin-6-yl)acetyl)-N-(3-chloro-2-fluorophenylmethyl)-4-fluoropyrrolidine-2-carboxamide hydrochloride